C(CCCCCCCCC\C=C/C=C\CC)CC(=O)[O-] (Z,Z)-11,13-hexadecadien-1-yl-acetate